OC1=C(C=C(C=C1C)C(C)(C)C)C1=CC=CC=2NN=NC21 (2'-hydroxy-3'-methyl-5'-tert-butylphenyl)benzotriazole